ClC=1C2=C(N=CN1)N(C=C2C2C(C2)(F)F)COCC[Si](C)(C)C 4-Chloro-5-(2,2-difluorocyclopropyl)-7-((2-(trimethylsilyl)ethoxy)methyl)-7H-pyrrolo[2,3-d]pyrimidine